N[C@@H](C)C(=O)N[C@@H](CC1=CNC=N1)C(=O)O Alanyl-L-histidin